C(C1=CC=CC=C1)OC[C@H](NC(=O)OCC1C2=CC=CC=C2C=2C=CC=CC12)C(=O)O O-benzyl-N-(9-fluorenylmethoxycarbonyl)serine